N1C=NC(=C1)C1=CC=C(OCC=2N=NN(C2)C)C=C1 4-((4-(1H-imidazol-4-yl)phenoxy)methyl)-1-methyl-1H-1,2,3-triazole